C(C)(=O)C=1C=C(C=CC1)NC(NC=1C=C2C(N(C=NC2=CC1)CC(=O)NC1=C(C=CC=C1)OC(F)(F)F)=O)=O 2-(6-(3-(3-acetylphenyl)ureido)-4-oxoquinazolin-3(4H)-yl)-N-(2-(trifluoromethoxy)phenyl)acetamide